4-[5-[(4-chloro-1H-indazol-5-yl)amino]-1-methyl-1,2,4-triazol-3-yl]-2-methoxy-benzoic acid ClC1=C2C=NNC2=CC=C1NC1=NC(=NN1C)C1=CC(=C(C(=O)O)C=C1)OC